ClC=1C(=C(C=CC1)NC1=C(NC2=C1C(NC[C@H]2C[C@@H]2OCCOC2)=O)C2=NC=NC=C2)OC |o1:16| (7R*)-3-[(3-chloro-2-methoxyphenyl)amino]-7-[(2S)-1,4-dioxan-2-ylmethyl]-2-(pyrimidin-4-yl)-1H,5H,6H,7H-pyrrolo[3,2-c]pyridin-4-one